N-[(1S)-2-hydroxy-1-phenylethyl]-1-[4-(5-{2-[3-(trifluoromethoxy)phenyl]acetamido}-1,3,4-thiadiazol-2-yl)butyl]-1H-1,2,3-triazole-4-carboxamide OC[C@H](C1=CC=CC=C1)NC(=O)C=1N=NN(C1)CCCCC=1SC(=NN1)NC(CC1=CC(=CC=C1)OC(F)(F)F)=O